C1N(C[C@@H]2[C@H]1CNC2)C2=NC(=CC(=N2)NC2=CC1=C(C=N2)C=NN1C(C)C)N1CCCC1 N-{2-[(3aR,6aS)-hexahydropyrrolo[3,4-c]pyrrol-2(1H)-yl]-6-(pyrrolidin-1-yl)pyrimidin-4-yl}-1-(propan-2-yl)-1H-pyrazolo[4,3-c]pyridin-6-amine